C(C1=CC=CC=C1)N1C=C(C2=CC=CC(=C12)C)C 1-benzyl-3,7-dimethylindole